4-hydroxy-7,8-dihydropyrido[4,3-d]pyrimidine-6(5H)-carboxylic acid tert-butyl ester C(C)(C)(C)OC(=O)N1CC2=C(N=CN=C2O)CC1